(6-((5-bromo-2-chloropyrimidin-4-yl)amino)quinoxaline-5-yl)dimethylphosphine oxide BrC=1C(=NC(=NC1)Cl)NC=1C(=C2N=CC=NC2=CC1)P(C)(C)=O